5-(benzyloxy)-2-methylaniline C(C1=CC=CC=C1)OC=1C=CC(=C(N)C1)C